ethyl 2-((2-(tertbutyl)-4-fluorophenyl)-amino)-4-(trifluoro-methyl)benzoate C(C)(C)(C)C1=C(C=CC(=C1)F)NC1=C(C(=O)OCC)C=CC(=C1)C(F)(F)F